[Pt+2].C(CC)[Si](C(C(=O)C1=CC=CC=C1)C(C)=O)(OC)OC.C(CC)[Si](C(C(=O)C1=CC=CC=C1)C(C)=O)(OC)OC bis[2-(propyldimethoxysilyl)1-phenyl-1,3-butanedione] platinum (II)